(R)-3-(4-chlorophenyl)-1-(4-((5R,7R)-7-hydroxy-5-methyl-6,7-dihydro-5H-cyclopenta[d]pyrimidin-4-yl)piperazin-1-yl)-2-(methylamino)propan-1-one ClC1=CC=C(C=C1)C[C@H](C(=O)N1CCN(CC1)C=1C2=C(N=CN1)[C@@H](C[C@H]2C)O)NC